CC=1C=C2C(C=C(OC2=C(C1)C(C)NC1=C(C(=O)O)C=CC=C1)C=1C=NN(C1)C=1C=NC=CC1)=O 2-[1-[6-Methyl-4-oxo-2-[1-(3-pyridyl)pyrazol-4-yl]chromen-8-yl]ethylamino]benzoic acid